N-hexadecyl-2-ethyl-3,6-dihydroxypyridin-4-one C(CCCCCCCCCCCCCCC)N1C(=C(C(C=C1O)=O)O)CC